1,2,4-triazine-6-carboxylate N1=NC=NC=C1C(=O)[O-]